CC=1C(N(C(C1C)=O)CCCCC1C2C3C4C=CC(C3C(C1)C2)C4)=O 3,4-dimethyl-1-(4-(1,2,3,4,4a,5,8,8a-octahydro-1,4:5,8-dimethanonaphthalen-2-yl)butyl)-1H-pyrrole-2,5-dione